Cl.CN1C2=CC=CC=C2[C@@H](C12CCNCC2)N (3S)-1-methylspiro[indoline-2,4'-piperidine]-3-amine hydrochloride